3-amino-4-(hydroxymethyl)-N-methylbenzamide NC=1C=C(C(=O)NC)C=CC1CO